OC1=C(C=CC(=C1)C)C1=CC(=CC=C1)OC 2-hydroxy-4-methyl-3'-methoxybiphenyl